ethyl 4-cyano-4-(((dodecylthio)carbonothioyl)thio)pentanoate C(#N)C(CCC(=O)OCC)(C)SC(=S)SCCCCCCCCCCCC